2-chloro-N-(3,5-dichlorobenzyl)ethylamine ClCCNCC1=CC(=CC(=C1)Cl)Cl